4,4'-dihydroxy-alpha-methyl-stilbene OC1=CC=C(C=C1)C(=CC1=CC=C(C=C1)O)C